N-(2,2-difluoroethyl)-5-fluoro-2-{3-methyl-6-[(3S)-pyrrolidin-3-yl]imidazo[1,5-a]pyridin-8-yl}-N-(isopropyl)benzamide FC(CN(C(C1=C(C=CC(=C1)F)C=1C=2N(C=C(C1)[C@H]1CNCC1)C(=NC2)C)=O)C(C)C)F